3-bromo-5-phenyl-1-((2-(trimethylsilyl)ethoxy)methyl)-1H-1,2,4-triazole BrC1=NN(C(=N1)C1=CC=CC=C1)COCC[Si](C)(C)C